BrC1=CC=C(C=2CCOC21)C(C#N)C 2-(7-Bromo-2,3-dihydrobenzofuran-4-yl)propionitrile